ClC1=C(C=CC(=C1O)O)C(CC1=CC(=NO1)[C@]1([C@@H](N2C(C[C@H]2S1(=O)=O)=O)C(=O)O)C)=O (2S,3R,5R)-3-(5-(2-(2-chloro-3,4-dihydroxyphenyl)-2-oxoethyl)isoxazol-3-yl)-3-methyl-7-oxo-4-thia-1-azabicyclo[3.2.0]heptane-2-carboxylic acid 4,4-dioxide